ClC1=C(C=C(C=C1)N1N=CN=C1CN(C(=O)N(C)CC1=NC=NN1C1=CC(=C(C=C1)Cl)F)C)F 1,3-bis({[1-(4-chloro-3-fluorophenyl)-1H-1,2,4-triazol-5-yl]methyl})-1,3-dimethylurea